4-[(3,5-dichloro-2-pyridyl)oxy]-N-methyl-2'-oxo-spiro[cyclohexane-1,3'-indoline]-5'-carboxamide ClC=1C(=NC=C(C1)Cl)OC1CCC2(C(NC3=CC=C(C=C23)C(=O)NC)=O)CC1